(hydroxymethyl)pentakis(methoxymethyl)melamine OCN(C1=NC(=NC(=N1)N(COC)COC)N(COC)COC)COC